chloro-styrene ClC=CC1=CC=CC=C1